FC=1C=C(C=CC1F)[C@H]1[C@@H](CN(C1)CCOC)NC(=O)NC1=C(C(=NN1C1=CC=CC=C1)C=1C=NN(C1C)C)C 1-((3S,4R)-4-(3,4-difluorophenyl)-1-(2-methoxyethyl)pyrrolidin-3-yl)-3-(1',4,5'-trimethyl-1-phenyl-1H,1'H-[3,4'-bipyrazol]-5-yl)urea